5-(2-chloro-5-fluoropyrimidin-4-yl)-1-methyl-1H-pyrazole-4-carbonitrile ClC1=NC=C(C(=N1)C1=C(C=NN1C)C#N)F